1-((6-cyclopropylimidazo[1,2-a]pyridin-2-yl)methyl)-N-(furo[3,2-c]pyridin-6-ylmethyl)-1H-1,2,3-triazole-4-carboxamide C1(CC1)C=1C=CC=2N(C1)C=C(N2)CN2N=NC(=C2)C(=O)NCC2=CC1=C(C=N2)C=CO1